6-[4-[acetyl(cyclopropylmethyl)amino]-3-chloro-phenyl]-N-indan-2-yl-pyridine-3-carboxamide C(C)(=O)N(C1=C(C=C(C=C1)C1=CC=C(C=N1)C(=O)NC1CC2=CC=CC=C2C1)Cl)CC1CC1